N-[5-[2-cyano-5-[(3R)-pyrrolidin-3-yl]oxy-4-pyridyl]pyrazolo[1,5-a]pyridin-2-yl]cyclopropanecarboxamide C(#N)C1=NC=C(C(=C1)C1=CC=2N(C=C1)N=C(C2)NC(=O)C2CC2)O[C@H]2CNCC2